ClC1=NN2C(C(=N1)OC1=CC=CC=C1)=CC(=C2)C(F)F 2-chloro-6-(difluoromethyl)-4-phenoxypyrrolo[2,1-f][1,2,4]triazine